(1R,2S)-2-Hydroxy-1,2-diphenylethan-1-amine O[C@H]([C@H](N)C1=CC=CC=C1)C1=CC=CC=C1